1,2-di(2-bromoethoxy)ethane BrCCOCCOCCBr